t-butyloxycarbonyl-4-(5-fluoro-2-methyl-4-nitrophenyl)-5,6-dihydropyridine C(C)(C)(C)OC(=O)C1=NCCC(=C1)C1=C(C=C(C(=C1)F)[N+](=O)[O-])C